(E)-5-methoxy-3-(2-nitrovinyl)-1-((2-(trimethylsilyl)ethoxy)methyl)-1H-indazole COC=1C=C2C(=NN(C2=CC1)COCC[Si](C)(C)C)\C=C\[N+](=O)[O-]